(1s,3s)-3-(((1-(2-((4-methoxybenzyl)oxy)-4-(trifluoromethyl)phenyl)pyrido[3,4-d]pyridazin-4-yl)amino)methyl)-1-methylcyclobutan-1-ol COC1=CC=C(COC2=C(C=CC(=C2)C(F)(F)F)C2=C3C(=C(N=N2)NCC2CC(C2)(O)C)C=NC=C3)C=C1